((1-(3-((1r,3r)-3-hydroxycyclobutyl)-2-(isoindolin-2-yl)-6-methyl-4-oxo-3,4-dihydroquinazolin-8-yl)ethyl)amino)benzoic acid OC1CC(C1)N1C(=NC2=C(C=C(C=C2C1=O)C)C(C)NC1=C(C(=O)O)C=CC=C1)N1CC2=CC=CC=C2C1